ClC=1C(=CC(=C(C1)N1N=NC(=C1C)[C@H](O)C1=C(C=CC=2N1C=NC2)Cl)F)OC |r| rac-[1-(5-chloro-2-fluoro-4-methoxy-phenyl)-5-methyl-1H-[1,2,3]triazol-4-yl]-(6-chloro-imidazo[1,5-a]pyridin-5-yl)-methanol